2-[4-[4-[2-[1-(6,7-Dihydro-5H-pyrrolo[1,2-c]imidazol-1-yl)-2-oxo-2-(thiazol-2-ylamino)ethyl]-7-fluoro-3-oxo-isoindol-5-yl]phenoxy]-1-piperidinyl]-2-oxo-acetic acid lithium salt [Li+].C1(=C2N(C=N1)CCC2)C(C(NC=2SC=CN2)=O)N2CC1=C(C=C(C=C1C2=O)C2=CC=C(OC1CCN(CC1)C(C(=O)[O-])=O)C=C2)F